(R)-5-(difluoromethyl)-N-(1,1-dioxido-2,3-dihydrothiophen-3-yl)-2-oxo-6-phenyl-1,2-dihydropyridine-3-carboxamide FC(C=1C=C(C(NC1C1=CC=CC=C1)=O)C(=O)N[C@H]1CS(C=C1)(=O)=O)F